N1(C(CCC1)C(=O)N)C(=O)N 1,2-Pyrrolidinedicarboxamide